7-(1-(but-2-ynyl)azetidin-3-yl)-2-(4-(4-fluorophenoxy)phenyl)-1H-imidazo[1,2-b]pyrazole-3-carboxamide C(C#CC)N1CC(C1)C1=C2N(N=C1)C(=C(N2)C2=CC=C(C=C2)OC2=CC=C(C=C2)F)C(=O)N